O=C1NC(CCC1C1=COC2=C1C=C(C=C2)C#CC)=O 3-(3-(2,6-Dioxopiperidin-3-yl)benzofuran-5-yl)prop-2-yn